6'-(((1S,3S)-3-((3-(4-Methoxybenzyl)-3H-imidazo[4,5-b]pyridin-2-yl)amino)cyclopentyl)amino)-3-(trifluoromethoxy)-2H-[1,3'-bipyridin]-2-one COC1=CC=C(CN2C(=NC=3C2=NC=CC3)N[C@@H]3C[C@H](CC3)NC3=CC=C(C=N3)N3C(C(=CC=C3)OC(F)(F)F)=O)C=C1